2-chloro-2-methyl-propanoyl chloride ClC(C(=O)Cl)(C)C